2-(2-isopropylphenyl)-7-(4-(1-methyl-4-(trifluoromethyl)-1H-imidazol-2-yl)benzyl)imidazo[5,1-f][1,2,4]triazine C(C)(C)C1=C(C=CC=C1)C1=NN2C(C=N1)=CN=C2CC2=CC=C(C=C2)C=2N(C=C(N2)C(F)(F)F)C